C(#N)C1N(CSC1)C(CNC(=O)C1=CC=NC2=CC=C(C=C12)CC(C)(F)F)=O N-(2-(4-Cyanothiazolidin-3-yl)-2-oxoethyl)-6-(2,2-difluoropropyl)quinoline-4-carboxamide